copper bistriphenylphosphine iodide [I-].C1(=CC=CC=C1)P(C1=CC=CC=C1)C1=CC=CC=C1.C1(=CC=CC=C1)P(C1=CC=CC=C1)C1=CC=CC=C1.[Cu+2].[I-]